N,N'-bis(3-phenylbut-3-enyl)dihydrophenazine C1(=CC=CC=C1)C(CCN1C=2C=CCCC2N(C2=CC=CC=C12)CCC(=C)C1=CC=CC=C1)=C